CC1N(C(CNC1)C)C1COC1 2,6-dimethyl-1-(oxetan-3-yl)piperazine